6-(((S)-(1-(tert-butyl)-1H-1,2,3-triazol-4-yl)(isoindolin-4-yl)methyl)amino)-8-chloro-4-(((R)-1-phenylpropyl)amino)quinoline-3-carbonitrile C(C)(C)(C)N1N=NC(=C1)[C@H](C1=C2CNCC2=CC=C1)NC=1C=C2C(=C(C=NC2=C(C1)Cl)C#N)N[C@H](CC)C1=CC=CC=C1